ethyl 2-(2-((7-(2-((1,1-dimethylethylsulfinamido)methyl)-3-fluoropyridin-4-yl)-2-fluorobenzofuran-5-yl)methoxy)-4-ethylphenyl)acetate CC(C)(S(=O)NCC1=NC=CC(=C1F)C1=CC(=CC=2C=C(OC21)F)COC2=C(C=CC(=C2)CC)CC(=O)OCC)C